(S)-2-(tert-butyl-diphenyl-silanyloxy)-propionic acid (S)-1-carboxy-ethyl ester C(=O)(O)[C@H](C)OC([C@H](C)O[Si](C1=CC=CC=C1)(C1=CC=CC=C1)C(C)(C)C)=O